COC1=C(C=CC(=C1)OC)CN(S(=O)(=O)C1=NC=CC(=C1)Br)CC1=C(C=C(C=C1)OC)OC bis[(2,4-dimethoxyphenyl)methyl](4-bromo-2-pyridylsulfonyl)amine